C1(=CC=CC=C1)C#CC1=C(C=CC=C1)C(\C=C\C1=CC=C(C=C1)C)=O (E)-1-(2-(phenylethynyl)phenyl)-3-(p-tolyl)prop-2-en-1-one